NCCNC([C@@H]([C@@H](C(=O)NCCC(=O)O)O[Si](C)(C)C(C)(C)C)O[Si](C)(C)C(C)(C)C)=O 3-((2S,3R)-4-((2-aminoethyl)amino)-2,3-bis((tert-butyldimethylsilyl)oxy)-4-oxobutyramido)propanoic acid